N-(6-methyl-2-(3-methyl-1,4-diazepan-1-yl)pyrimidin-4-yl)-1H-indazol-5-amine CC1=CC(=NC(=N1)N1CC(NCCC1)C)NC=1C=C2C=NNC2=CC1